(S)-2-methyl-N-(1-(2-methyl-7-(2H-1,2,3-triazol-2-yl)quinolin-5-yl)cyclopropyl)-5-((1-methylazetidin-2-yl)methoxy)benzamide CC1=C(C(=O)NC2(CC2)C2=C3C=CC(=NC3=CC(=C2)N2N=CC=N2)C)C=C(C=C1)OC[C@H]1N(CC1)C